2-(4-(6-(1,2-Dihydroxyethyl)pyridin-2-yl)phenoxy)-5-(trifluoromethyl)benzonitril OC(CO)C1=CC=CC(=N1)C1=CC=C(OC2=C(C#N)C=C(C=C2)C(F)(F)F)C=C1